OC(C)(C)C1=CC=C(C=C1)CCCC1=CC=CC=C1 1-(4-α-hydroxyisopropylphenyl)-3-phenylpropane